5-(4-(trifluoromethyl)-1H-imidazol-2-yl)pyrazine-2-carboxamide FC(C=1N=C(NC1)C=1N=CC(=NC1)C(=O)N)(F)F